ClC(C(=O)O)CC1=C(C=C(C(=C1)N1N=C(N(C1=O)C(F)F)C)F)Cl 2-chloro-3-[2-chloro-5-[4-(difluoromethyl)-3-methyl-5-oxo-1,2,4-triazol-1-yl]-4-fluorophenyl]propionic acid